N-alpha-Fmoc-L-asparagine C1=CC=C2C(=C1)C(C3=CC=CC=C32)COC(=O)N[C@@H](CC(=O)N)C(=O)O